6-amino-9-[(4-chlorophenyl)methyl]-2-(ethylsulfonylamino)-7H-purin-8-one NC1=C2NC(N(C2=NC(=N1)NS(=O)(=O)CC)CC1=CC=C(C=C1)Cl)=O